C(#N)CC1CCC(CC1)N1C(=NC=2C1=C1C(=NC2)NC=C1)CNC(C(C)C)=NO N-((1-((1r,4r)-4-(cyanomethyl)cyclohexyl)-1,6-dihydroimidazo[4,5-d]pyrrolo[2,3-b]pyridin-2-yl)methyl)-N'-hydroxyisobutyramidine